N-phenyl-N-(trichloromethylsulfenyl)benzenesulfonamide C1(=CC=CC=C1)N(S(=O)(=O)C1=CC=CC=C1)SC(Cl)(Cl)Cl